ClC1=C(C=C(C(=N1)NC=1C=C2CC[C@@H](C2=CC1)NC(C)=O)[N+](=O)[O-])C (S)-N-(5-((6-chloro-5-methyl-3-nitropyridin-2-yl)amino)-2,3-dihydro-1H-inden-1-yl)acetamide